5,5,5-trifluoro-DL-leucine FC(C(C[C@H](N)C(=O)O)C)(F)F |r|